4-amino-N-[[2-fluoro-4-(trifluoromethyl)phenyl]methyl]-1-methyl-N-(3-oxomorpholin-4-yl)pyrazolo[4,3-c]quinoline-8-carboxamide NC1=NC=2C=CC(=CC2C2=C1C=NN2C)C(=O)N(N2C(COCC2)=O)CC2=C(C=C(C=C2)C(F)(F)F)F